(S)-1-ethyl-2-(piperidin-3-yl)-7-(1H-pyrazol-3-yl)-1H-imidazo[4,5-c]quinolin-4-amine C(C)N1C(=NC=2C(=NC=3C=C(C=CC3C21)C2=NNC=C2)N)[C@@H]2CNCCC2